8-bromo-7-fluoro-1,4,4-trimethyl-9-(trifluoromethyl)-4,5-dihydro-[1,2,4]triazolo[4,3-a]quinoxaline BrC1=C(C=C2NC(C=3N(C2=C1C(F)(F)F)C(=NN3)C)(C)C)F